C1(=CC=CC=C1)C/C=N/O (E)-Phenylacetaldehyde oxime